(2-(((2-aminoethyl)(methyl)-amino)methyl)-3-(4,4-bis-(methoxymethyl)cyclohexyl)-6,7-dihydropyrazolo[1,5-a]-pyrazin-5(4H)-yl)(1-(trifluoro-methyl)cyclopropyl)-methanone NCCN(C)CC1=NN2C(CN(CC2)C(=O)C2(CC2)C(F)(F)F)=C1C1CCC(CC1)(COC)COC